C(CC)OC(=O)N[C@H](C(=O)O)CNC(=O)C=1C=NN(C1)CCC1=NC=2NCCCC2C=C1 (S)-2-((propoxycarbonyl)amino)-3-(1-(2-(5,6,7,8-tetrahydro-1,8-naphthyridin-2-yl)ethyl)-1H-pyrazole-4-carboxamido)propionic acid